((12aR,13R,15R,15aR)-15-(4-aminopyrrolo[2,1-f][1,2,4]triazin-7-yl)-15-cyano-2,11-dioxodecahydrofuro[3,4-d][1,3,6,8]tetraoxacyclotetradecin-13-yl)methyl isopropyl carbonate C(OC[C@H]1O[C@@]([C@@H]2OC(OCCCCCCOC(O[C@@H]21)=O)=O)(C#N)C2=CC=C1C(=NC=NN12)N)(OC(C)C)=O